4-triazole-3-carboxamide C1=CN(NN1)C(=O)N